C1N(CC12CCCCC2)C=2C=CC=1N(C2)N=CN1 6-(2-azaspiro[3.5]non-2-yl)-[1,2,4]triazolo[1,5-a]pyridine